ClCCNC(=O)C=1C=NN2C1N=C(C=C2)N2[C@H](CCC2)C=2C(NC=C(C2)F)=O (R)-N-(2-chloroethyl)-5-(2-(5-fluoro-2-oxo-1,2-dihydropyridin-3-yl)pyrrolidin-1-yl)pyrazolo[1,5-a]pyrimidine-3-carboxamide